FC(C1=CC(=C(OCC2=NC=CC(=C2)O[C@@H]2C[C@@H](N(CC2)CC2=NC3=C(N2C[C@H]2OCC2)C=C(C=C3)C(=O)O)C)C=C1)F)F 2-{[(2S,4S)-4-[(2-{[4-(difluoromethyl)-2-fluorophenoxy]methyl}pyridin-4-yl)oxy]-2-methylpiperidin-1-yl]methyl}-1-{[(2S)-oxetan-2-yl]methyl}-1H-1,3-benzodiazole-6-carboxylic acid